O-(diphenylphosphinyl)-hydroxylamine C1(=CC=CC=C1)P(=O)(ON)C1=CC=CC=C1